4-((5-(2,4-DIOXOTETRAHYDROPYRIMIDIN-1(2H)-YL)PYRIDIN-2-YL)AMINO)CYCLOHEXANE-1-CARBOXYLIC ACID O=C1N(CCC(N1)=O)C=1C=CC(=NC1)NC1CCC(CC1)C(=O)O